ClC1=CC=C(C=C1)C=1C=C(C(N(N1)C1=C2N(N=C1)CCC2)=O)C(=O)O 6-(4-chlorophenyl)-2-(5,6-dihydro-4H-pyrrolo[1,2-b]pyrazol-3-yl)-3-oxo-2,3-dihydropyridazin-4-carboxylic acid